N-(1-(4-bromo-3-fluorothiophen-2-yl)-3,3,3-trifluoropropyl)cyclopropanamine BrC=1C(=C(SC1)C(CC(F)(F)F)NC1CC1)F